ClC1=CC2=C(N(C(C(N2C)=O)=O)C2CCN(CC2)C2=NC=C(C=N2)CC#N)N=C1 2-(2-(4-(7-chloro-1-methyl-2,3-dioxo-2,3-dihydropyrido[2,3-b]pyrazin-4(1H)-yl)piperidin-1-yl)pyrimidin-5-yl)acetonitrile